FC(S(=O)(=O)OC1=CC(=C(C(=C1)C)CC1=CC=C2C(=N1)C(=CN2S(=O)(=O)C2=CC=C(C=C2)C)C(C)C)C)(F)F [4-[[3-isopropyl-1-(p-tolylsulfonyl)pyrrolo[3,2-b]pyridin-5-yl]methyl]-3,5-dimethyl-phenyl] trifluoromethanesulfonate